FC(F)C1=NN(C=C1C(=O)NC1=C2[C@@H](CC(C2=C(C=C1)F)(C)C)C)C (difluoromethyl)-N-[(3R)-7-fluoro-1,1,3-trimethyl-2,3-dihydro-1H-inden-4-yl]-1-methyl-1H-pyrazole-4-carboxamide